N1(CCCN(CCCNCCC1)CC=1C(=C(C(=O)NC(CO)CO)C=C(C1)C)O)CC=1C(=C(C(=O)NC(CO)CO)C=C(C1)C)O 3'-[1,5,9-triazacyclododecane-1,5-diylbis(methylene)]bis[N-(1,3-dihydroxypropan-2-yl)-2-hydroxy-5-methylbenzamide]